C(C1=CC=CC=C1)OC=1C=CC(=C(C1)NC(CCOC)=O)C N-(5-(Benzyloxy)-2-methylphenyl)-3-methoxypropanamide